C(C=C)(=O)NC=1C=CC=C2C=CC(=CC12)C=1N=C(SC1)C(=O)NC1CCC(CC1)N(C)C 4-[8-(prop-2-enamido)naphthalen-2-yl]-N-[(1s,4s)-4-(dimethylamino)cyclohexyl]-1,3-thiazole-2-carboxamide